N-[2,5-difluoro-4-[(7-methoxy-1,5-naphthyridin-4-yl)oxy]phenyl]-5-(4-fluoro-2-methylphenyl)-4-hydroxy-2,6-dimethylpyridine-3-carboxamide FC1=C(C=C(C(=C1)OC1=CC=NC2=CC(=CN=C12)OC)F)NC(=O)C=1C(=NC(=C(C1O)C1=C(C=C(C=C1)F)C)C)C